C(C)OC(=O)C=1C=NC2=NC(=CC=C2C1O)OC 4-hydroxy-7-methoxy-1,8-naphthyridine-3-carboxylic acid ethyl ester